O=C1NC(CCC1N1C(=CC2=CC=CC=C12)C)=O 1-(2,6-dioxo-3-piperidyl)-2-methyl-indol